5-(4-bromo-2-fluorophenoxy)-1,4-dimethylpyrazole-3-carboxylic acid ethyl ester C(C)OC(=O)C1=NN(C(=C1C)OC1=C(C=C(C=C1)Br)F)C